3-(2-(dipropylamino)ethyl)-7-methyl-1H-indol-4-ol C(CC)N(CCC1=CNC=2C(=CC=C(C12)O)C)CCC